[I-].C[N+]1=CC=CC=C1 1-methylpyridin-1-ium iodide